3-[5-[cyclopropylmethyl-(methyl)amino]-2-methylpyrazol-3-yl]oxybenzonitrile C1(CC1)CN(C=1C=C(N(N1)C)OC=1C=C(C#N)C=CC1)C